N1-(5-bromo-4-(1-cyclopropyl-1H-indol-3-yl)pyrimidin-2-yl)-6-methoxy-4-((3ar,6as)-5-methyl-hexahydropyrrolo[3,4-c]pyrrol-2(1H)-yl)benzene-1,3-diamine BrC=1C(=NC(=NC1)NC1=CC(=C(C=C1OC)N1C[C@@H]2CN(C[C@@H]2C1)C)N)C1=CN(C2=CC=CC=C12)C1CC1